Racemic-tert-butyl 2-[2-[[4-[[5-chloro-4-[6-[(4-cyanotetrahydropyran-4-yl)methylamino]-2-pyridyl]-2-pyridyl]amino]cyclohexyl]amino]propoxy]acetate ClC=1C(=CC(=NC1)NC1CCC(CC1)N[C@@H](COCC(=O)OC(C)(C)C)C)C1=NC(=CC=C1)NCC1(CCOCC1)C#N |r|